ethyl 2-(3,4-dichlorophenyl)-1-ethyl-6-[(3-formylpyrazol-1-yl) methyl]-4-oxo-pyridine-3-carboxylate ClC=1C=C(C=CC1Cl)C=1N(C(=CC(C1C(=O)OCC)=O)CN1N=C(C=C1)C=O)CC